4-(2,4-dimethyl-1,3-thiazol-5-yl)-N-[(2S)-1-(4-{[5-(3-methyl-1,2-oxazol-5-yl)thiophen-2-yl]sulfonyl}piperazin-1-yl)propan-2-yl]pyridine-2-carboxamide CC=1SC(=C(N1)C)C1=CC(=NC=C1)C(=O)N[C@H](CN1CCN(CC1)S(=O)(=O)C=1SC(=CC1)C1=CC(=NO1)C)C